5-(4-((5-chloropyridin-2-yl)oxy)phenyl)-3-(((2s,5r)-3,6-diethoxy-5-isopropyl-2,5-dihydropyrazin-2-yl)methyl)-1,2,4-oxadiazole ClC=1C=CC(=NC1)OC1=CC=C(C=C1)C1=NC(=NO1)C[C@@H]1N=C([C@H](N=C1OCC)C(C)C)OCC